NC1=C(C=C(C=C1)Br)NCC(CCCOC1=C(C=NN1C)C1=CC(=CN(C1=O)C)C(=O)[O-])CC 5-{5-[(4-{[(2-amino-5-bromophenyl) amino] methyl} hexyl) oxy]-1-methylpyrazol-4-yl}-1-methyl-6-oxopyridine-3-carboxylate